BrC=1C=C(C(=NC1)CBr)CBr 5-bromo-2,3-bis(bromomethyl)pyridine